BrC=1C(=C(C=CC1)C1=C(C=CC=C1)C)C 3'-bromo-2,2'-dimethyl-[1,1'-biphenyl]